CC(=C)CCNC1=NC(=NC2=C1NC=N2)SC 2-methylthio-N6-Isopentenyladenine